C(C)(=O)O[C@@H]1[C@H](O[C@H]([C@@H]([C@H]1OC(C)=O)OC(C)=O)Br)COC(C)=O (2R,3R,4S,5R,6S)-4,5-diacetoxy-2-(acetoxymethyl)-6-bromotetrahydropyran-3-yl acetate